CC1=C(NC(=C1)C)\C=C\1/C(NC2=CC(=CC=C12)C(=O)N(C)CCO)=O (Z)-3-((3,5-dimethyl-1H-pyrrol-2-yl)methylene)-N-(2-hydroxyethyl)-N-methyl-2-oxindole-6-carboxamide